bis(2-ethylhexyl) 3,3'-thiodipropionate S(CCC(=O)OCC(CCCC)CC)CCC(=O)OCC(CCCC)CC